C1(CC2C(CC1)O2)C(=O)OC methyl 3,4-epoxy-cyclohexylcarboxylate